methyl (2S)-2-[(tert-butoxycarbonyl)amino]-2-(4-hydroxycyclohexyl)acetate C(C)(C)(C)OC(=O)N[C@H](C(=O)OC)C1CCC(CC1)O